tert-butyl(methyl)((7-(5-(trifluoromethyl)-1,2,4-oxadiazol-3-yl)imidazo[1,2-a]pyridin-2-yl)imino)-λ6-sulfanone C(C)(C)(C)S(=O)(=NC=1N=C2N(C=CC(=C2)C2=NOC(=N2)C(F)(F)F)C1)C